[N+](=O)([O-])C1=CC=2C3C(NC(C2C=C1)=O)C3 6-nitro-1,1a,2,7b-tetrahydrocyclopropa[c]isoquinolin-3-one